lauroxytetrapropylene glycol C(CCCCCCCCCCC)OCC(COC(C)COC(C)COC(C)CO)O